(S)-1-((5-amino-5-carboxypentyl)carbamoyl)piperidine-4-carboxylic acid N[C@@H](CCCCNC(=O)N1CCC(CC1)C(=O)O)C(=O)O